C(C)(C)(C)C(COCCOCCC(NCCOCCOCCC=O)=O)N tert-butyl-1-amino-9-oxo-3,6,13,16-tetraoxa-10-azanonadecan-19-one